C(CCC)C1=C(C=CC(=C1)C#N)C1=CC=CC=C1 butyl-4-biphenyl-carbonitrile